N-(4-(4-propylpiperazine-1-carbonyl)-3-(7-oxa-2-azaspiro[3.5]nonan-2-yl)phenyl)cyclopropanecarboxamide C(CC)N1CCN(CC1)C(=O)C1=C(C=C(C=C1)NC(=O)C1CC1)N1CC2(C1)CCOCC2